S1C=NC=C1NC1=NC(=NC(=N1)NC1=CC(=NC=C1)C(F)(F)F)C1=NC(=CC=C1)C(F)(F)F N2-(thiazol-5-yl)-6-(6-(trifluoromethyl)pyridin-2-yl)-N4-(2-(trifluoromethyl)pyridin-4-yl)-1,3,5-triazine-2,4-diamine